O1CCCC12CCN(CC2)C(=O)[O-] 1-oxa-8-azaspiro[4.5]decane-8-carboxylate